C1(CCCCC1)C(NC1=CC=C(C=C1)C)C=1SC(=CN1)C1=CC=CC=C1 N-(cyclohexyl-(5-phenylthiazol-2-yl)methyl)-4-methylaniline